bis((2-indenyl)-(1-indenyl)-ethane) zirconium dichloride [Cl-].[Cl-].[Zr+2].C1C(=CC2=CC=CC=C12)C(C)C1C=CC2=CC=CC=C12.C1C(=CC2=CC=CC=C12)C(C)C1C=CC2=CC=CC=C12